FC(COCC(C(F)(F)F)(F)F)(C(F)F)F (2,2,3,3-tetrafluoro-n-propyl)(2,2,3,3,3-pentafluoro-n-propyl)ether